C1(=CCCCC1)CC(=O)O cyclohexeneacetic acid